4-phenylethyl-1,2,3-triazole C1(=CC=CC=C1)CCC=1N=NNC1